9-(4-chloroquinolin-6-yl)-6,7-dimethoxynaphtho[2,3-c]furan-1(3H)-one ClC1=CC=NC2=CC=C(C=C12)C1=C2C=C(C(=CC2=CC2=C1C(OC2)=O)OC)OC